FC1(CC(C1)CC(=O)NC1=C(C(=NN1C=1SC=CN1)C1CC(C1)(F)F)C)F 2-(3,3-difluorocyclobutyl)-N-(3-(3,3-difluorocyclobutyl)-4-meth-yl-1-(thiazol-2-yl)-1H-pyrazol-5-yl)acetamide